O1C(=CC=C1)C(=O)N1C2CN(C(C1)C2)C2=NC=C(C=C2)C2=NOC(=N2)C(F)(F)F furan-2-yl(5-(5-(5-(trifluoromethyl)-1,2,4-oxadiazol-3-yl)pyridin-2-yl)-2,5-diazabicyclo[2.2.1]heptan-2-yl)methanone